O1CCN(CC1)C(CCCC(=O)NC1=CC=C(C=C1)N1CCOCC1)=O 5-morpholino-N-(4-morpholinophenyl)-5-oxopentanoamide